((2-fluoropyridin-4-yl)methyl)-4-methoxy-1H-pyrrole-2-carboxamide FC1=NC=CC(=C1)CN1C(=CC(=C1)OC)C(=O)N